2,7-diazaspiro[4.4]nonan-2-yl-[(2R,6R)-6-methyl-4-[8-(trifluoromethyl)-5-quinolinyl]morpholin-2-yl]methanone C1N(CCC12CNCC2)C(=O)[C@H]2CN(C[C@H](O2)C)C2=C1C=CC=NC1=C(C=C2)C(F)(F)F